(5'S,7a'R)-5'-(3,5-difluorophenyl)-1-(5-methyl-1,2-oxazole-4-carbonyl)tetrahydro-3'H-spiro[piperidine-4,2'-pyrrolo[2,1-b]-[1,3]oxazol]-3'-one FC=1C=C(C=C(C1)F)[C@@H]1CC[C@H]2OC3(C(N21)=O)CCN(CC3)C(=O)C=3C=NOC3C